ClC=1C=2C(C3=NC=C(C(=C3OC2C=CC1)C=1C=CC(=NC1)N1C[C@@H](N(CC1)C(=O)OC(C)(C)C)C)C)=O (S)-tert-butyl 4-(5-(9-chloro-3-methyl-10-oxo-10H-chromeno[3,2-b]pyridin-4-yl)pyridin-2-yl)-2-methylpiperazine-1-carboxylate